NC=1C=C2CCC(N(C2=CC1)[C@@H](C)C1=C(C=CC=C1)F)=O 6-amino-1-[(1S)-1-(2-fluorophenyl)ethyl]-3,4-dihydroquinolin-2-one